ClC1=NC(=CN=C1)N1C[C@@H](CC1)C (R)-2-chloro-6-(3-methylpyrrolidin-1-yl)pyrazine